CO[Si](OC)(OC)CCCN1CNC=C1 3-[(trimethoxysilyl)propyl]-1H-imidazol